C(=O)(OC(C)(C)C)N1C=CC=CC2=C1C=CC=C2 N-Bocbenzoazepine